N-(3-(((2-((4-(4-(3-(2,4-dioxotetrahydropyrimidin-1(2H)-yl)benzyl)piperazin-1-yl)phenyl)amino)-5-(trifluoromethyl)pyrimidin-4-yl)amino)methyl)pyridin-2-yl)-N-methylmethanesulfonamide O=C1N(CCC(N1)=O)C=1C=C(CN2CCN(CC2)C2=CC=C(C=C2)NC2=NC=C(C(=N2)NCC=2C(=NC=CC2)N(S(=O)(=O)C)C)C(F)(F)F)C=CC1